FC=1C=NN2C1C(=NC(=C2)C=2C=NN(C2)C)O[C@H]2C[C@H](CCC2)NC(OC(C)(C)C)=O tert-butyl ((1S,3R)-3-((3-fluoro-6-(1-methyl-1H-pyrazol-4-yl)pyrazolo[1,5-a]pyrazin-4-yl)oxy)cyclohexyl)carbamate